NC1=NC(=NN1N=C(C)C)[N+](=O)[O-] 5-amino-3-nitro-1-(prop-2-ylideneamino)-1H-1,2,4-triazole